(6-(4-(3H-imidazo[4,5-b]pyridin-7-yl)-1H-pyrazol-1-yl)pyridin-3-yl)-2-(1-(methylsulfonyl)azetidin-3-yl)acetonitrile N1=CNC2=NC=CC(=C21)C=2C=NN(C2)C2=CC=C(C=N2)C(C#N)C2CN(C2)S(=O)(=O)C